O1C(CCC1)CO tetrahydrofuran-methanol